(R)-7-(4-bromo-3-chlorobenzoyl)-2-(4-cyclopropoxyphenyl)-6-methyl-3-oxo-N-(2-(pyrimidin-4-yl)benzyl)-2,3,5,6,7,8-hexahydroimidazo[1,5-a]pyrazine-1-carboxamide BrC1=C(C=C(C(=O)N2CC=3N(C[C@H]2C)C(N(C3C(=O)NCC3=C(C=CC=C3)C3=NC=NC=C3)C3=CC=C(C=C3)OC3CC3)=O)C=C1)Cl